NC1=NC=NC=2C3=C(CC(C12)(C)C)C(=C(C=C3)Br)N(S(=O)(=O)C3=CC=C(C=C3)[N+](=O)[O-])C[C@@H]3CNC(O3)=O N-(4-amino-8-bromo-5,5-dimethyl-6H-benzo[H]quinazolin-7-yl)-4-nitro-N-[[(5S)-2-oxooxazolidin-5-yl]methyl]benzenesulfonamide